Cl.NCCCCCCC(=O)N[C@H](C(=O)N1[C@@H](C[C@H](C1)O)C(=O)NCC1=CC=C(C=C1)C1=C(N=CS1)C)C(C)(C)C (2s,4r)-1-((S)-2-(7-aminoheptanoylamino)-3,3-dimethylbutyryl)-4-hydroxy-N-(4-(4-methylthiazol-5-yl)benzyl)pyrrolidine-2-carboxamide hydrochloride